C(C)(=O)N[C@@H](CC(=O)O)C(=O)NC(C(=O)NCC1=C(C=CC(=C1)OCCC1CNCCC1)C)C=1N=CN(C1)C (3S)-3-acetamido-4-((1-(1-methyl-1H-imidazol-4-yl)-2-((2-methyl-5-(2-(piperidin-3-yl)ethoxy)benzyl)amino)-2-oxoethyl)amino)-4-oxobutanoic acid